COC1=CC=C(C=C1)C(C#N)CC#N (p-methoxy)phenylsuccinonitrile